2-bromo-4,7-difluoroinden-1-ol BrC=1C(C2=C(C=CC(=C2C1)F)F)O